2-((3-(4-fluoro-2-(3-fluorophenyl)pyrrolidine-1-carbonyl)bicyclo[1.1.1]pent-1-yl)methoxy)isonicotinonitrile FC1CC(N(C1)C(=O)C12CC(C1)(C2)COC=2C=C(C#N)C=CN2)C2=CC(=CC=C2)F